1-[2-ethyl-5-(1-methyl-1H-pyrazol-4-yl)benzenesulfonyl]-8-methyl-1,2,3,4-tetrahydroquinoxaline C(C)C1=C(C=C(C=C1)C=1C=NN(C1)C)S(=O)(=O)N1CCNC2=CC=CC(=C12)C